tert-butyl (1-(tert-butylsulfonyl)-2,3-dihydro-1H-pyrrolo[3,2-c]pyridin-6-yl)carbamate C(C)(C)(C)S(=O)(=O)N1CCC=2C=NC(=CC21)NC(OC(C)(C)C)=O